[3-(piperidine-1-carbonyl)pyrazolo[1,5-a]pyridin-7-yl]amino-3,4-dihydro-2H-Isoquinolin-1-one N1(CCCCC1)C(=O)C=1C=NN2C1C=CC=C2NN2C(C1=CC=CC=C1CC2)=O